4-bromo-2-chlorophenyl(morpholino)methanone BrC1=CC(=C(C=C1)C(=O)N1CCOCC1)Cl